Cl.NC1CN(CC1)C=O (3-aminopyrrolidin-1-yl)methanone hydrochloride